thiocyanate, p-toluenesulfonic acid salt CC1=CC=C(C=C1)S(=O)(=O)O.[S-]C#N